C[N+]1=CC=C(C=C1)CCCC methyl-4-butylpyridinium